NC1=NC=CC=C1C1=NC=2C(=NC(=CC2)C2=CC(=CC=C2)F)N1C1=CC=C(CN2CCC(CC2)NC2=CC(=NC=N2)C#N)C=C1 6-((1-(4-(2-(2-aminopyridin-3-yl)-5-(3-fluorophenyl)-3H-imidazo[4,5-b]pyridin-3-yl)benzyl)piperidin-4-yl)amino)pyrimidine-4-carbonitrile